C(=O)(O)COC(C(=O)O)CC(=O)O 2-(carboxymethyl-oxy)succinic acid